2-{[6-(trifluoromethyl)pyrazin-2-yl]carbamoyl}piperidine-1-carboxylate FC(C1=CN=CC(=N1)NC(=O)C1N(CCCC1)C(=O)[O-])(F)F